NC1=C(C(=C(C(=O)C2=CC=C(C=C2)N)C=C1)C1=CC=CC=C1)C1=CC=CC=C1 4,4'-diaminodiphenyl-benzophenone